FC1(CCC(CC1)CN1C=C(C=2C1=NC=C(C2)NC(C=C)=O)C)F N-(1-((4,4-difluorocyclohexyl)methyl)-3-methyl-1H-pyrrolo[2,3-b]pyridin-5-yl)acrylamide